ClC1=NC=C(C(=N1)NC1CC1)C 2-chloro-N-cyclopropyl-5-methylpyrimidin-4-amine